C(C)(C)(C)OC(=O)NC1(COC2(OC1)CCOCC2)C(=O)OC methyl 3-[(tert-butoxycarbonyl) amino]-1,5,9-trioxaspiro[5.5]undecane-3-carboxylate